5-{6-oxa-1-azaspiro[3.3]heptan-1-yl}-2H-pyrazolo[3,4-b]pyridin N1(CCC12COC2)C2=CC=1C(N=C2)=NNC1